(1S,3aS,6aR)-N-((S)-4-hydroxy-3-oxo-1-((S)-2-oxopyrrolidin-3-yl)butan-2-yl)-2-(4-methoxy-1H-indole-2-carbonyl)octahydrocyclopenta[c]pyrrole-1-carboxamide OCC([C@H](C[C@H]1C(NCC1)=O)NC(=O)[C@H]1N(C[C@@H]2[C@H]1CCC2)C(=O)C=2NC1=CC=CC(=C1C2)OC)=O